tert-Butyl 4-((7-(1H-pyrazol-4-yl)-5H-isochromeno[3,4-d]thiazol-2-yl) (methyl) amino)-2,2-dimethylpiperidine-1-carboxylate N1N=CC(=C1)C=1C=CC2=C(C1)COC=1N=C(SC12)N(C1CC(N(CC1)C(=O)OC(C)(C)C)(C)C)C